7-[5-CHLORO-2-(1,1,2,2-TETRAFLUOROETHOXY)PHENYL]-N-[(2,4-DIMETHOXYPHENYL)METHYL]CINNOLIN-4-AMINE ClC=1C=CC(=C(C1)C1=CC=C2C(=CN=NC2=C1)NCC1=C(C=C(C=C1)OC)OC)OC(C(F)F)(F)F